FC=1C=C(C=C(C1)C(F)(F)F)C=1C=C2C=CN(C2=C(C1)C(=O)N[C@H](C)C1=CC=C(C(=O)O)C=C1)CC1=CC=C(C=C1)C(F)(F)F (R)-4-(1-(5-(3-fluoro-5-(trifluoromethyl)phenyl)-1-(4-(trifluoromethyl)benzyl)-1H-indole-7-carboxamido)ethyl)benzoic acid